BrC=1C=CC(=C2C=C(N=CC12)Cl)OCOCC[Si](C)(C)C 8-bromo-3-chloro-5-{[2-(trimethylsilyl)ethoxy]methoxy}isoquinoline